C(C)(=O)N[C@@H]1[C@@H](CCC1)NC(=O)C=1SC=2N=CC=C3N(C(NC1C23)=O)C2=CC=C(C=C2)OC2=CC=CC=C2 N-((1R,2S)-2-Acetamidocyclopentyl)-4-oxo-5-(4-phenoxyphenyl)-4,5-dihydro-3H-1-thia-3,5,8-triazaacenaphthylene-2-carboxamide